The molecule is an aminopyridine that is 3-aminopyridine carrying an additional iodo substituent at postion 4. It has a role as a Saccharomyces cerevisiae metabolite. It is an aminopyridine and an organoiodine compound. C1=CN=CC(=C1I)N